S1N=C(N=C1)C=1C(=NC=CN1)C(C)N 1-[3-(1,2,4-thiadiazol-3-yl)pyrazin-2-yl]ethylamine